1,2-dimethylpiperazine CN1C(CNCC1)C